5-[1-(2-Fluoro-6-methyl-phenyl)-piperidin-4-yl]-2-(2-hydroxy-ethyl)-7-(2-trifluoromethylbenzyl)-2,4,5,7-tetrahydro-pyrazolo[3,4-d]pyrimidin-6-one FC1=C(C(=CC=C1)C)N1CCC(CC1)N1C(N(C=2C(C1)=CN(N2)CCO)CC2=C(C=CC=C2)C(F)(F)F)=O